NC1CCC2=CC=C(C=C12)C=1N(N=C2C1N=CN(C2=O)CC2(CCN(CC2)C(C[C@@H](C)C2=CC=CC=C2)=O)O)C 3-(3-amino-2,3-dihydro-1H-inden-5-yl)-6-((4-hydroxy-1-((R)-3-phenylbutyryl)piperidin-4-yl)methyl)-2-methyl-2H-pyrazolo[4,3-d]pyrimidin-7(6H)-one